(S)-N-[(1R)-1-[(2S)-3,4-dihydro-2H-pyran-2-yl]-2-[isopropoxy(dimethyl)silyl]ethyl]-2-methyl-propane-2-sulfinamide O1[C@@H](CCC=C1)[C@H](C[Si](C)(C)OC(C)C)N[S@@](=O)C(C)(C)C